NC=1C=C(C=C(C1)C(F)(F)F)[C@@H](C)NC=1C2=C(N=C(N1)C)N=C(C(=C2)OCCOCC)OC (R)-N-(1-(3-amino-5-(trifluoromethyl)phenyl)ethyl)-6-(2-ethoxyethoxy)-7-methoxy-2-methylpyrido[2,3-d]pyrimidin-4-amine